C(C)C1=[N+](ON=C1C1=NC2=C(N1CC=1C=NC=CC1)C=CC=C2)[O-] 3-ethyl-4-(1-(pyridin-3-ylmethyl)-benzimidazol-2-yl)-1,2,5-oxadiazole 2-oxide